4-amino-8-(2-fluoro-5-methoxy-phenyl)-2-oxo-N-propyl-1H-quinoline-3-carboxamide NC1=C(C(NC2=C(C=CC=C12)C1=C(C=CC(=C1)OC)F)=O)C(=O)NCCC